C(C)(C)(C)NCC(O)C1=C2C=NNC2=C(C=C1)F (E)-2-(tert-butylamino)-1-(7-fluoro-1H-indazol-4-yl)ethan-1-ol